2-((((4-((allyloxy)carbonyl)piperidin-1-yl)sulfonyl)carbamoyl)oxy)acetic acid C(C=C)OC(=O)C1CCN(CC1)S(=O)(=O)NC(=O)OCC(=O)O